FC1(CC2(C1)C[C@@H](N(CC2)CC2=C1C=CN(C1=C(C=C2OC)C)C(=O)OC(C)(C)C)C2=C(C=C(C=C2)C(=O)OC)NC(C)C)F tert-Butyl 4-{[(6R)-2,2-difluoro-6-[2-(isopropylamino)-4-(methoxycarbonyl)phenyl]-7-azaspiro[3.5]nonan-7-yl]methyl}-5-methoxy-7-methylindole-1-carboxylate